ClC1=CC(=CC2=C1N=C(S2)C2=C1CCN(C(C1=CC(=C2)C)=O)C)OC 5-(4-chloro-6-methoxybenzo[d]thiazol-2-yl)-2,7-dimethyl-3,4-dihydroisoquinolin-1(2H)-one